sodium N,N-diethyl-p-octadecylbenzamide propyl-aminopropanesulfonate C(CC)C(CC)(S(=O)(=O)[O-])N.C(C)N(C(C1=CC=C(C=C1)CCCCCCCCCCCCCCCCCC)=O)CC.[Na+]